2-Methylsulfonyl-5-propyl-4H-[1,2,4]triazolo[1,5-a]pyrimidin-7-one CS(=O)(=O)C1=NN2C(NC(=CC2=O)CCC)=N1